CN1N=C(N=C1C(=O)O)C1=CC=CC=C1 1-methyl-3-phenyl-1H-1,2,4-triazole-5-carboxylic acid